(1S)-5-bromo-7-fluoro-2,3-dihydro-1H-inden-1-amine BrC=1C=C2CC[C@@H](C2=C(C1)F)N